C(#N)C1=CC(=C(C=C1)C1=CC(=NC(=C1)C1CC1)NC(OC(C)(C)C)=O)C1=NN=CN1C(F)F tert-butyl N-[4-[4-cyano-2-[4-(difluoromethyl)-1,2,4-triazol-3-yl]phenyl]-6-cyclopropylpyridin-2-yl]carbamate